2,3,4,5-tetrafluoro-N-((4-(trifluoromethyl)pyridin-3-yl)methyl)benzenesulfonamide FC1=C(C=C(C(=C1F)F)F)S(=O)(=O)NCC=1C=NC=CC1C(F)(F)F